ClC=1C(=C(C(=NC1C)NCC(=O)N(C(C)C)C1=CC=C(C=C1)Cl)C#N)C 2-[(5-chloro-3-cyano-4,6-dimethylpyridin-2-yl)-amino]-N-(4-chlorophenyl)-N-(propan-2-yl)-acetamide